(2S)-4-[(2R)-2-[4-(2-chloro-4-fluoro-phenyl)-2-oxo-chromen-7-yl]oxypropanoyl]piperazine-2-carboxylic acid ClC1=C(C=CC(=C1)F)C1=CC(OC2=CC(=CC=C12)O[C@@H](C(=O)N1C[C@H](NCC1)C(=O)O)C)=O